C(C)(C)(C)OC(NS(N[C@@H](C)C1=CC=C(C=C1)N1N=NC2=C1C=CC(=C2)OC)(=O)=O)=O tert-butyl((S)-N-(1-(4-(5-methoxy-1H-benzo[d][1,2,3]triazol-1-yl)phenyl)ethyl)sulfamoyl)carbamate